ClC1=CC(=C(C=C1)C1=NC(=CC=2N=C(N(C(C21)=O)C)C)N2C[C@H](OCC2)C2=CC(=NC=C2)OC)F 5-(4-chloro-2-fluoro-phenyl)-7-((2R)-2-(2-methoxy-4-pyridinyl)-4-morpholinyl)-2,3-dimethylpyrido[4,3-d]-pyrimidin-4(3H)-one